2-(3-ethylsulfinyl-pyridin-2-yl)-1-methyl-5-trifluoromethyl-1H-benzimidazole C(C)S(=O)C=1C(=NC=CC1)C1=NC2=C(N1C)C=CC(=C2)C(F)(F)F